5-[5-methyl-5H-pyrido[4,3-b]indol-7-yl]-2-[(1r,3r)-3-[[1-(3-iodophenyl)piperidin-4-yl]oxy]cyclobutoxy]pyridine CN1C2=C(C=3C=CC(=CC13)C=1C=CC(=NC1)OC1CC(C1)OC1CCN(CC1)C1=CC(=CC=C1)I)C=NC=C2